7-(cyclopropylmethyl)-1-(((1S,4S)-4-hydroxy-(trifluoromethyl)cyclohexyl)methyl)-3-methyl-1H-purine-2,6(3H,7H)-dione C1(CC1)CN1C=NC=2N(C(N(C(C12)=O)CC1(CCC(CC1)O)C(F)(F)F)=O)C